S[Si](OC)(OC)OC mercaptotrimethoxysilane